(R)-2-iodo-5-methyl-2-cyclohexen-1-one IC=1C(C[C@@H](CC1)C)=O